C1=C(C=CC2=CC3=CC=CC=C3C=C12)N1CN=C2N1C=CC(=N2)C N-anthracen-2-yl-5-methyl[1,2,4]triazolo[1,5-a]pyrimidin